BrC1=CC=C(C=C1)C=1N=C2N(C=CC=C2)C1CN1CC2C(C1)CN(C2)C(=O)NC2=C(C=CC(=C2)C(F)(F)F)Cl 5-{[2-(4-Bromophenyl)imidazo[1,2-a]pyridin-3-yl]methyl}-N-[2-chloro-5-(trifluoromethyl)phenyl]hexahydropyrrolo[3,4-c]pyrrole-2(1H)-carboxamide